(1R,2S,3S,5S)-2-fluoro-3-((3-(6-methoxyisoquinolin-7-yl)-1,2,4-triazin-6-yl)(methyl)amino)-8-azabicyclo[3.2.1]octane-8-carboxylic acid tert-butyl ester C(C)(C)(C)OC(=O)N1[C@H]2[C@H]([C@H](C[C@@H]1CC2)N(C)C2=CN=C(N=N2)C2=C(C=C1C=CN=CC1=C2)OC)F